(3-{6-amino-5-[1-(2,6-dichloro-3-fluoro-phenyl)-ethoxy]-pyridin-3-yl}-prop-2-ynyl)-urea NC1=C(C=C(C=N1)C#CCNC(=O)N)OC(C)C1=C(C(=CC=C1Cl)F)Cl